CNC(=O)C1=CC2=C(OC(O2)(F)F)C=C1 N-methyl-2,2-difluoro-1,3-benzodioxol-5-carboxamide